NC1=C(OCC#N)C=C(C=C1)N 2-(2,5-diaminophenoxy)acetonitrile